FC=1C=CC(=C(C(=O)N(C(C)C)C(C)C)C1)OC=1C=NC=NC1 5-fluoro-N,N-diisopropyl-2-(pyrimidin-5-yloxy)benzamide